tert-butyl N-[4-[6-carbamoyl-2-[(2-ethyl-5-methyl-pyrazole-3-carbonyl)amino]-3-methyl-benzimidazol-4-yl]oxybutyl]carbamate C(N)(=O)C=1C=C(C2=C(N=C(N2C)NC(=O)C=2N(N=C(C2)C)CC)C1)OCCCCNC(OC(C)(C)C)=O